4-hydroxytetrahydrofuran-2-yl methyl hydrogen diphosphate O(P(OC)(=O)OP(=O)(O)[O-])C1OCC(C1)O